C(CCC)C1=NC(=NN1C1=CC=C(C=C1)C1=CC=C(C=C1)C)C1=CC=C(OCCCN(CC)CC)C=C1 3-(4-(5-butyl-1-(4'-methyl-[1,1'-biphenyl]-4-yl)-1H-1,2,4-triazol-3-yl)phenoxy)-N,N-diethylpropan-1-amine